2-((1S,2S)-2-aminocyclopentyl)-3,5-dichloro-N-(furan-2-ylmethyl)thieno[3,2-b]pyridin-7-amine N[C@@H]1[C@H](CCC1)C1=C(C2=NC(=CC(=C2S1)NCC=1OC=CC1)Cl)Cl